O=C1N[C@@H]([C@H]2CC[C@@H]1N2)C(=O)OCC (1R,2S,5S)-ethyl 4-oxo-3,8-diazabicyclo[3.2.1]octane-2-carboxylate